1-[2-[1-(cyclobutylmethyl)-3-methyl-pyrazol-4-yl]-6-[5-[(6-methylpyridazin-3-yl)amino]benzimidazol-1-yl]-3-pyridinyl]ethanone C1(CCC1)CN1N=C(C(=C1)C1=NC(=CC=C1C(C)=O)N1C=NC2=C1C=CC(=C2)NC=2N=NC(=CC2)C)C